C1(CC1)C1=CC(=NN1CC(=O)N1CCC(CC1)C1CN(OC=2C(C1)CC=CC2)C(=O)NC2CCCC1=CC=CC=C21)C(F)(F)F 4-[1-[2-[5-cyclopropyl-3-(trifluoromethyl)pyrazol-1-yl]acetyl]-4-piperidyl]-N-tetralin-1-yl-tetrahydrobenzoxazepine-2-carboxamide